CC1(N(C(CCC1)(C)C)NCCCCCCNN1C(CCCC1(C)C)(C)C)C 1,6-bis(2,2,6,6-tetramethyl-piperidylamino)hexane